CC=1OCC(N1)C1=CC=CC=C1 2-methyl-4-phenyl-oxazoline